((6-(difluoromethoxy)-2-(2,2'-dimethyl-3'-(5-((methylamino)methyl)-6-((3-(methylsulfonyl)benzyl)oxy)benzo[d]oxazol-2-yl)-[1,1'-biphenyl]-3-yl)benzo[d]oxazol-5-yl)methyl)-L-proline FC(OC1=CC2=C(N=C(O2)C=2C(=C(C=CC2)C2=C(C(=CC=C2)C=2OC3=C(N2)C=C(C(=C3)OCC3=CC(=CC=C3)S(=O)(=O)C)CNC)C)C)C=C1CN1[C@@H](CCC1)C(=O)O)F